C(#N)C=1C=C2C(=NC1)N(N=C2)C2=NC=C(C(=O)NC[C@H](C(C)(C)O)F)C(=C2)NC21CC3(C[C@@H](CC(C2)C3)C1)O 6-(5-cyano-1H-pyrazolo[3,4-b]pyridin-1-yl)-N-((R)-2-fluoro-3-hydroxy-3-methylbutyl)-4-(((1R,5S)-3-hydroxyadamantan-1-yl)amino)nicotinamide